2-(hydroxy(phenyl)methyl)-6-(methylcarbamoyl)isonicotinic acid OC(C=1C=C(C(=O)O)C=C(N1)C(NC)=O)C1=CC=CC=C1